2-{[(1S)-1-(4-{[(2r,6S)-2,6-dimethylmorpholin-4-yl]methyl}-2-fluorophenyl)ethyl]amino}-8-(2,2-dimethylpropyl)pyrido[2,3-d]pyrimidin-7(8H)-one C[C@@H]1CN(C[C@@H](O1)C)CC1=CC(=C(C=C1)[C@H](C)NC=1N=CC2=C(N1)N(C(C=C2)=O)CC(C)(C)C)F